3,6-diphenoxy-2,7-dimethyl-4-octenedialdehyde O(C1=CC=CC=C1)C(C(C=O)C)C=CC(C(C=O)C)OC1=CC=CC=C1